C(CCCCC)N(C(=O)N(CC)CC)CC N-hexyltriethylurea